5,6,7,8-tetrahydro-[1,2,4]triazolo[4,3-a]pyrazine N=1N=CN2C1CNCC2